O1CCC(=CC1)C1=CC=CC=2N=C3N(C=C(C=C3)C3C(CCNC3)N)C21 5-(9-(3,6-dihydro-2H-pyran-4-yl)benzo[4,5]imidazo[1,2-a]pyridin-2-yl)piperidin-4-amine